The molecule is a single-stranded RNA polynucleotide consisting of a repeating unit of deoxyguanosine and 5-methyldeoxyadenosine residues, with all residues connected by 3'-5' phosphodiester linkages. C1=NC(=C2C(=N1)N(C=N2)[C@H]3C([C@@H]([C@H](O3)COP(=O)(O)O[C@@H]4[C@H](O[C@H](C4O)N5C=NC6=C5N=C(NC6=O)N)COP(=O)(O)O)O)O)N